(2S)-2-[9H-fluoren-9-ylmethoxycarbonyl-(methyl)amino]-4-(5-Oxo-4H-1,2,4-oxadiazol-3-yl)butanoic acid C1=CC=CC=2C3=CC=CC=C3C(C12)COC(=O)N([C@H](C(=O)O)CCC1=NOC(N1)=O)C